ClC1=CC=C(C[C@H]2CO[C@H](CN2C2CCC(CC2)C2=NN(C=C2)C)CS(=O)(=O)C)C=C1 (2R,5S)-5-(4-Chlorobenzyl)-4-(4-(1-methyl-1H-pyrazol-3-yl)cyclohexyl)-2-((methylsulfonyl)methyl)morpholin